N1=CC(=CC=C1)CCC1(N=CSC1)\C=N/O (Z)-4-(2-(pyridin-3-yl)ethyl)thiazole-4-carbaldehyde oxime